3-(3-Chloro-4-fluorophenyl)-1-((5-isopropyl-1H-pyrazol-3-yl)methyl)-1-(6-methoxypyridin-3-yl)urea ClC=1C=C(C=CC1F)NC(N(C=1C=NC(=CC1)OC)CC1=NNC(=C1)C(C)C)=O